CN1C(=NC2=C(C=C(C=C2C1=O)C)C(C)NC1=C(C(=O)OC)C=CC=C1)C1CCNCC1 methyl 2-((1-(3,6-dimethyl-4-oxo-2-(piperidin-4-yl)-3,4-dihydroquinazolin-8-yl)ethyl)amino)benzoate